2,2-dimethyl-7-nitro-9-phenyl-1,2,3,9-tetrahydro-4H-carbazole CC1(CC=2N(C3=CC(=CC=C3C2CC1)[N+](=O)[O-])C1=CC=CC=C1)C